C(C)(C)(C)OC(=O)N(C1[C@H]2CN(C[C@@H]1CC2)C(=O)OCC2=CC=CC=C2)C Benzyl (1R,5S,8S)-8-((tert-butoxycarbonyl)(methyl)amino)-3-azabicyclo[3.2.1]octane-3-carboxylate